Dimethylmethoxy(aminopropyl)silan C[Si](CCCN)(OC)C